FC(CN1N=NC2=C1C=C(C=C2)C=2C(=C(N1N=C(N=C(C12)OC)N[C@@H]1[C@@H](CN(CC1)C1(COC1)C#N)F)[2H])F)F 3-((3R,4S)-4-((5-(1-(2,2-difluoroethyl)-1H-benzo[d][1,2,3]triazol-6-yl)-6-fluoro-4-methoxypyrrolo[2,1-f][1,2,4]triazin-2-yl-7-d)amino)-3-fluoropiperidin-1-yl)oxetane-3-carbonitrile